C(CCCCCCC\C=C/CCCCCCCC)N(CCCO)CCCCCCCC\C=C/CCCCCCCC 3-(Di((Z)-octadeca-9-en-1-yl)amino)propan-1-ol